C(C1=CC=CC=C1)OC=1C=CC2=C(CN(S(O2)(=O)=O)CC=2C=C(C=C(C2)C)C(CC(=O)OCC)C2=C(C3=C(N(N=N3)CCCCOCC3=CC=C(C=C3)OC)C=C2)C)C1 ethyl 3-(3-{[6-(benzyloxy)-2,2-dioxo-2H-1,2λ6,3-benzoxathiazin-3(4H)-yl]methyl}-5-methylphenyl)-3-(1-{4-[(4-methoxyphenyl)methoxy]butyl}-4-methyl-1H-benzotriazol-5-yl)propanoate